BrC1=CC2=C(CCC=3C(=NN(C23)CCCC)C(=O)N2C(COCC2)(C)C)C=C1OC (8-bromo-1-butyl-7-methoxy-4,5-dihydrobenzo[g]indazol-3-yl)-(3,3-dimethylmorpholin-4-yl)methanone